C(CCCCCCC\C=C/CCCCCCCC)OC(CCCCC(=O)OCCCCCCCC\C=C/CCCCCCCC)=O adipic acid dioleyl ester